ethyl N-{[5-chloro-6-(3-methyl-1-{[2-(trimethylsilyl)ethoxy]methyl}-1H-pyrazol-4-yl)pyrimidin-4-yl]carbamothioyl}carbamate ClC=1C(=NC=NC1C=1C(=NN(C1)COCC[Si](C)(C)C)C)NC(=S)NC(OCC)=O